rac-5-{2-[(2R,5S)-2-(4-carbamoylphenyl)-5-methylpiperidin-1-Yl]-2-oxoacetamido}Pyridine-3-carboxamide C(N)(=O)C1=CC=C(C=C1)[C@@H]1N(C[C@H](CC1)C)C(C(=O)NC=1C=C(C=NC1)C(=O)N)=O |r|